C(C)(C)(C)OC(=O)N1C[C@H]2C([C@H]2C1)C1=NOC(N1C1=CC=CC=C1)(C)C (1R,5S,6r)-6-(5,5-dimethyl-4-phenyl-4,5-dihydro-1,2,4-oxadiazol-3-yl)-3-azabicyclo[3.1.0]hexane-3-carboxylic acid tert-butyl ester